3,5-pyrazoledicarboxylic acid, monohydrate O.N1N=C(C=C1C(=O)O)C(=O)O